(1r,4r)-4-amino-cyclohexanol NC1CCC(CC1)O